IC1=CN=CN1CCOC1OCCCC1 5-iodo-1-[2-(oxan-2-yloxy)ethyl]-1H-imidazole